FC1(OC2=C(O1)C=CC(=C2)NC2=NC=C(C(=C2)N2N=NC(=C2)C(=O)OC)C)F methyl 1-(2-((2,2-difluorobenzo[d][1,3]dioxol-5-yl)amino)-5-methylpyridin-4-yl)-1H-1,2,3-triazole-4-carboxylate